allyl (6S,6aS)-3-((6-ethoxy-6-oxohexyl)oxy)-2-methoxy-12-oxo-6-((tetrahydro-2H-pyran-2-yl)oxy)-6,6a,7,8,9,10-hexahydrobenzo[e]pyrido[1,2-a][1,4]-diazepine-5(12H)-carboxylate C(C)OC(CCCCCOC=1C(=CC2=C(N([C@H]([C@H]3N(C2=O)CCCC3)OC3OCCCC3)C(=O)OCC=C)C1)OC)=O